COC1=C(C=CC(=C1)OC)CNC=1N=C2C=C(C=NC2=CC1C)CO (6-{[(2,4-dimethoxyphenyl)methyl]amino}-7-methyl-1,5-naphthyridin-3-yl)methanol